CP(=O)(C)C1=NC=C(C(=O)O)C=C1 6-(Dimethylphosphoryl)nicotinic acid